3-(2-cyclopentyl-2-hydroxy-2-phenylethoxy)quinuclidine-1-oxide C1(CCCC1)C(COC1C[N+]2(CCC1CC2)[O-])(C2=CC=CC=C2)O